C(#N)C1=CC=C(C=C1)C=1C(=NN(C1O)C1=NC=C(C(=O)N(C)OC)C=C1)C 6-(4-(4-cyanophenyl)-5-hydroxy-3-methyl-1H-pyrazol-1-yl)-N-methoxy-N-methylnicotinamide